C(C1=CC=CC=C1)CC(=O)N Benzyl-Acetamide